C(C)(C)(C)C1=CC(=CC=2N=C(OC21)C=2C=C(C=CC2)C2=C(C=C(C=C2)F)C2=NN=CN2C)CN[C@H]2[C@H](CCC2)O (1S,2R)-2-(((7-(tert-Butyl)-2-(4'-fluoro-2'-(4-methyl-4H-1,2,4-triazol-3-yl)-[1,1'-biphenyl]-3-yl)benzo[d]oxazol-5-yl)methyl)amino)cyclopentan-1-ol